gold (III) hydroxide [Au](O)(O)O